CN(CCCO)C 3-(dimethylamino)-1-hydroxypropane